C(C)C(CCC(=O)O)CCN 4-ethyl-6-amino-hexanoic acid